aminobenzenebutyric acid NC1=C(C=CC=C1)CCCC(=O)O